NC(C#N)C1(CC1)C1=CC(=C(C=C1)Br)F 2-Amino-2-(1-(4-bromo-3-fluorophenyl)cyclopropyl)acetonitrile